C(C)(=O)OCC(=O)NC1=NC=CC(=C1)C=1C=C2C(=NNC2=C(C1)C#CC(C)(C)C)N 2-((4-(3-Amino-7-(3,3-dimethylbut-1-yn-1-yl)-1H-indazol-5-yl)pyridin-2-yl)amino)-2-oxoethyl acetate